C(C)(C)(C)OC(=O)N1C(CCC1)C=CC(=O)OCC 2-(3-ethoxy-3-oxoprop-1-en-1-yl)pyrrolidine-1-carboxylic acid tert-butyl ester